C(O)C(C(=O)OC)(C(=O)OC)CO dimethyl dimethylolmalonate